N(=[N+]=[N-])C[C@@H](C)[C@H]1CC[C@H]2[C@@H]3[C@H]4[C@@H](C5=CC(CC[C@]5(C)[C@H]3CC[C@]12C)=O)O4 (6α,7α,20S)-6,7-epoxy-20-azidomethyl-pregna-4-en-3-one